BrC=1C=C2C(CN(C2=CC1)C(CC)=O)(C)CCN(C(C)=O)C N-(2-(5-bromo-3-methyl-1-propionylindolin-3-yl)ethyl)-N-methylacetamide